ClC1=CC=C(C=C1)NC=1C=C(C=NC1N(C1CCOCC1)CC)C1(CCC1)C(=O)O 1-(5-((4-chlorophenyl)amino)-6-(ethyl-(tetrahydro-2H-pyran-4-yl)amino)pyridin-3-yl)cyclobutane-1-carboxylic acid